methyl 5-(5-amino-4-(1-(phenylsulfonyl)-1H-indole-2-carbonyl)-1H-pyrazol-1-yl)-1H-benzo[d]imidazol-2-carboxylate NC1=C(C=NN1C1=CC2=C(NC(=N2)C(=O)OC)C=C1)C(=O)C=1N(C2=CC=CC=C2C1)S(=O)(=O)C1=CC=CC=C1